N-[(2-Amino-3-pyridyl)sulfonyl]-6-(1H-indol-6-yl)-2-[(4S)-2,2,4-trimethylpyrrolidin-1-yl]pyridin-3-carboxamid NC1=NC=CC=C1S(=O)(=O)NC(=O)C=1C(=NC(=CC1)C1=CC=C2C=CNC2=C1)N1C(C[C@@H](C1)C)(C)C